1-(5-(5-fluoropyridin-3-yl)-1H-indol-3-yl)-3-(4-(trifluoromethyl)phenyl)urea FC=1C=C(C=NC1)C=1C=C2C(=CNC2=CC1)NC(=O)NC1=CC=C(C=C1)C(F)(F)F